FC=1C=C(C=NC1)C1=NC(=C2N=CN(C2=N1)C(C)C)NCCC1=CN(C2=CC=CC=C12)C 2-(5-Fluoropyridin-3-yl)-9-isopropyl-N-(2-(1-methyl-1H-indol-3-yl)ethyl)-9H-purin-6-amine